NC=1C(OC2=CC=CC=C2C1)=O Amino-coumarin